C(C)(C)(C)OC(=O)N[C@@H](C(=O)O)CC(=O)N1CCOCC1 (R)-2-((tert-butoxycarbonyl)amino)-4-morpholino-4-oxobutanoic acid